ClC1=CC=2N(C(N=C(C2C=N1)N1[C@H](CN(CC1)C(=O)OC(C)(C)C)C)=C=O)C=1C(=NC=CC1C)C(C)C tert-butyl (S)-4-(7-chloro-1-(2-isopropyl-4-methylpyridin-3-yl)-2-carbonyl-1,2-dihydropyrido[4,3-d]pyrimidin-4-yl)-3-methylpiperazine-1-carboxylate